FC1(CN(CC[C@H]1NC1=NN2C(C(=N1)OC)=C(C(=C2)F)C=2C=CC1=C(N(N=N1)CCF)C2)C(C)=O)F (R)-1-(3,3-Difluoro-4-((6-fluoro-5-(1-(2-fluoroethyl)-1H-benzo[d][1,2,3]triazol-6-yl)-4-methoxypyrrolo[2,1-f][1,2,4]triazin-2-yl)amino)piperidin-1-yl)ethan-1-one